N,N,3,5-tetramethylbenzenamine CN(C1=CC(=CC(=C1)C)C)C